FC(C)(F)C1=NN(C(=C1C)C(=O)OCC)CC1(CC(C1)(F)F)C(F)F ethyl 3-(1,1-difluoroethyl)-1-((1-(difluoromethyl)-3,3-difluorocyclobutyl)methyl)-4-methyl-1H-pyrazole-5-carboxylate